1-(3-(2-((6-(4-methylpiperazin-1-yl)pyridin-3-yl)amino)quinazolin-8-yl)pyrrolidin-1-yl)prop-2-en-1-one CN1CCN(CC1)C1=CC=C(C=N1)NC1=NC2=C(C=CC=C2C=N1)C1CN(CC1)C(C=C)=O